N-(2-(2-amino-6-hydroxy-9H-purin-9-yl)ethyl)-1H-pyrazole-3-carboxamide NC1=NC(=C2N=CN(C2=N1)CCNC(=O)C1=NNC=C1)O